NCCC(=O)N1C(CC(CC1(C)C)N(C=1N=NC(=CC1)C1=C(C=C(C=C1)C=1C=NNC1)O)CCCF)(C)C 3-amino-1-(4-((3-fluoropropyl)(6-(2-hydroxy-4-(1H-pyrazol-4-yl)phenyl)pyridazin-3-yl)amino)-2,2,6,6-tetramethylpiperidin-1-yl)propan-1-one